bis-(4-chlorophenyl)-benzene sulfonium hexafluoropropanesulfonate FC(C(C(S(=O)(=O)[O-])(F)F)(F)F)F.[SH3+].ClC1=CC=C(C=C1)C1=C(C=CC=C1)C1=CC=C(C=C1)Cl